ClC=1C=C(NC2(CCC3([C@@H](CC4=CC=CC=C34)C[C@H](COC3=C4C(=NC=C3)C=CS4)C)CC2)C(=O)O)C=CC1 (1r,2'R,4R)-4-(3-chloroanilino)-2'-{(2R)-2-methyl-3-[(thieno[3,2-b]pyridin-7-yl)oxy]propyl}-2',3'-dihydrospiro[cyclohexane-1,1'-indene]-4-carboxylic acid